5-(2-((7-chloro-2-methyl-1,2,3,4-tetrahydroisoquinolin-6-yl)amino)-5-(trifluoromethyl)pyrimidin-4-yl)-2-(2-methoxyethoxy)thiophene-3-carboxamide ClC1=C(C=C2CCN(CC2=C1)C)NC1=NC=C(C(=N1)C1=CC(=C(S1)OCCOC)C(=O)N)C(F)(F)F